ClC1=C(C(=CC=C1)Cl)N1N=C(C(=C1)NC1=CC=C(C=C1)C(=O)N1CC(C1)(C)C)C(=O)N 1-(2,6-dichlorophenyl)-4-((4-(3,3-dimethylazetidine-1-carbonyl)phenyl)amino)-1H-pyrazole-3-carboxamide